cis-propenylphosphate-ethanol C(C)O.C(=C/C)/OP(=O)(O)O